2,5-dimethyl-2,5-di(t-butyl-peroxy)-hexane tert-butyl-(2R,4S)-4-amino-2-methylpiperidine-1-carboxylate C(C)(C)(C)OC(=O)N1[C@@H](C[C@H](CC1)N)C.CC(C)(CCC(C)(OOC(C)(C)C)C)OOC(C)(C)C